CC12CC3(CC(CC(C1)(C3)C)(C2)CN2N=CC=C2)OCCO 2-{[3,5-Dimethyl-7-(1H-pyrazol-1-ylmethyl)tricyclo[3.3.1.13,7]dec-1-yl]oxy}ethanol